1-phenylheptane C1(=CC=CC=C1)CCCCCCC